2-(((2-chloro-4-fluorobenzyl)oxy)(3-chloro-4-fluorophenyl)methyl)-5-methyl-4-(methylsulfonyl)-1H-imidazole ClC1=C(COC(C=2NC(=C(N2)S(=O)(=O)C)C)C2=CC(=C(C=C2)F)Cl)C=CC(=C1)F